4-(tert-butyl)-4'-methoxy-1,1'-biphenyl C(C)(C)(C)C1=CC=C(C=C1)C1=CC=C(C=C1)OC